6-chloro-7-(1-[[(3-chloropyridin-2-yl)oxy]methyl]-2-azabicyclo[3.1.0]hexan-2-yl)-1-[6-[3-(dimethylamino)azetidin-1-yl]pyridin-3-yl]-4-oxoquinoline-3-carboxylic acid ClC=1C=C2C(C(=CN(C2=CC1N1C2(CC2CC1)COC1=NC=CC=C1Cl)C=1C=NC(=CC1)N1CC(C1)N(C)C)C(=O)O)=O